F[C@@H](CNC1=NC=C(C(=N1)C1=CNC2=C(C=CC=C12)P(C)(C)=O)C(F)(F)F)CO (S)-(3-(2-((2-Fluoro-3-hydroxypropyl)amino)-5-(trifluoromethyl)pyrimidin-4-yl)-1H-indole-7-yl)dimethylphosphine oxide